2-Methyl-7-(6-(3-(piperidin-1-yl)propoxy)pyridin-3-yl)-9,10-dihydro-8-oxa-2,4,10a-Triazanaphtho[2,1,8-cde]azulene-1(2H)-one CN1C(N2CCOC3=C4C2=C1C=NC4=CC=C3C=3C=NC(=CC3)OCCCN3CCCCC3)=O